(1R,3S)-3-(5-{5-[2-formyl-3-hydroxy-5-(methoxymethyl) phenyl]-2-methylpyrazole-3-amido}-2H-pyrazol-3-yl)cyclopentyl N-isopropylcarbamate C(C)(C)NC(O[C@H]1C[C@H](CC1)C=1NN=C(C1)NC(=O)C=1N(N=C(C1)C1=C(C(=CC(=C1)COC)O)C=O)C)=O